S-(3-(3-(N-trifluoroacetyl-L-leucineamido)propoxy)-2-hydroxypropyl)-L-methionine sulfonium chloride [Cl-].[SH3+].FC(C(=O)N(C([C@@H](N)CC(C)C)=O)CCCOCC(C[S+](CC[C@H](N)C(=O)O)C)O)(F)F.[Cl-]